tert-Butyl (7-(4-(trifluoromethyl)phenoxy)-2,3-dihydrobenzo[b][1,4]dioxin-5-yl)carbamate FC(C1=CC=C(OC=2C=C(C3=C(OCCO3)C2)NC(OC(C)(C)C)=O)C=C1)(F)F